Cl.Cl.N(=NC(C(=O)N)(C)C)C(C(=O)N)(C)C 2,2'-Azobis(2-methylpropionamid) dihydrochlorid